zinc vanillin O=CC1=CC(OC)=C(O)C=C1.[Zn]